COCC1(C=CC2=CC=CC(=C12)C(F)(F)F)COC 1,1-bis(methoxymethyl)-7-trifluoromethyl-indene